ethyl-amid C(C)[NH-]